Malononitril C(CC#N)#N